NC1=CC(=C(C=C1OC)N1CCC2(CCN(CC2)C=2C=C3C(N(C(C3=CC2)=O)C2C(NC(CC2)=O)=O)=O)CC1)C=1C=NN(C1)C 5-(9-(4-amino-5-methoxy-2-(1-methyl-1H-pyrazol-4-yl)phenyl)-3,9-Diazaspiro[5.5]undecan-3-yl)-2-(2,6-dioxopiperidin-3-yl)isoindole-1,3-dione